C1(=CC=CC=C1)C(CC1=CC=CC=C1)=O 1,2-diphenylethane-1-on